C(CCCC)(=O)O[C@H]1CC[C@@H]2[C@@]1(CC[C@@H]1[C@]3(CCC=4N=C(SC4C3=CC[C@@H]21)NC2=CC=C(C=C2)F)C)C (5aR,5bS,7aS,8S,10aS,10bR)-2-((4-fluorophenyl)amino)-5a,7a-dimethyl-5,5a,5b,6,7,7a,8,9,10,10a,10b,11-dodecahydro-4H-cyclopenta[7,8]phenanthro[2,1-d]thiazol-8-yl pentanoate